C(C)(C)C=1C=C(C=CC1OC1=NC=NC2=CC(=CC=C12)OC)N1C(N(CC1=O)C=1C=NC=C(C1)C(F)(F)F)=O 3-{3-isopropyl-4-[(7-methoxy-4-quinazolinyl)oxy]phenyl}-1-[5-(trifluoromethyl)-3-pyridinyl]-2,4-imidazolidinedione